Ethyl 1-methyl-3-((2-((7-(5-methyl-1,2,4-oxadiazol-3-yl)isoquinolin-1-yl)amino)ethyl)carbamoyl)-1H-pyrazole-5-carboxylate CN1N=C(C=C1C(=O)OCC)C(NCCNC1=NC=CC2=CC=C(C=C12)C1=NOC(=N1)C)=O